CN(C1=CC=C(CN2CC3C4C=NC(C(C42)CC(C)C)(C3)C(=O)NCC3=CC(=CC=C3)O)C=C1)C 1-(4-(dimethylamino)benzyl)-N-(3-hydroxybenzyl)-7-isobutyl-1,2,3,3a,7,7a-hexahydro-6H-3,6-methanopyrrolo[3,2-c]pyridine-6-carboxamide